methyl 2-(bromomethyl)-4-((tert-butyldimethylsilyl)oxy)benzoate BrCC1=C(C(=O)OC)C=CC(=C1)O[Si](C)(C)C(C)(C)C